ClC=1C=C2C(C=C(C(C2=C(C1)F)=O)O)=O 6-chloro-8-fluoro-2-hydroxynaphthalene-1,4-dione